6-bromo-2-(tetrahydropyrrole-3-ylmethyl)-3,4-dihydroisoquinolin-1(2H)-one BrC=1C=C2CCN(C(C2=CC1)=O)CC1CNCC1